(S)-2-(Bicyclo[1.1.1]pentan-1-ylmethyl)-5-(3,5-difluorophenyl)-2,5,6,7-tetrahydro-3H-pyrrolo[2,1-c][1,2,4]triazol-3-one C12(CC(C1)C2)CN2N=C1N(C2=O)[C@@H](CC1)C1=CC(=CC(=C1)F)F